FC1=C(C=C(C=C1)F)[C@@H]1N(OCC1)C1=CC(=NC=N1)NC1=C(C=C(C=C1)N1CCC(CC1)N1CCN(CC1)C)OC (R)-6-(3-(2,5-difluorophenyl)isoxazolidin-2-yl)-N-(2-methoxy-4-(4-(4-methylpiperazin-1-yl)piperidin-1-yl)phenyl)pyrimidin-4-amine